C(C)(C)(C)C=1C=C(C=C(C1)C(C)(C)C)C=1C=C(C=C(C1)C1=CC(=CC(=C1)C(C)(C)C)C(C)(C)C)Br 3,5-bis-(3,5-di-tert-butylphenyl)phenyl bromide